3-(1-oxo-1,3-dihydro-2H-isoindol-2-yl)-piperidine-1-carboxamide O=C1N(CC2=CC=CC=C12)C1CN(CCC1)C(=O)N